ClC=1C=C(OCCOCCOCCOCCOCCOCCOCCOCCOCCOCCOCC(=O)OC(C)(C)C)C=C(C1)[N+](=O)[O-] tert-butyl 2-[2-[2-[2-[2-[2-[2-[2-[2-[2-[2-(3-chloro-5-nitro-phenoxy)ethoxy]ethoxy]ethoxy]ethoxy]ethoxy] ethoxy]ethoxy]-ethoxy]ethoxy]ethoxy]acetate